FC1=C(C=C(C=C1)NC(=O)C=1N(C=C2C1OC[C@H]1[C@@H](NS2(=O)=O)CN(C1)C(=O)C=1N=C(OC1)C)C)C (3aR,10aR)-N-(4-Fluoro-3-methylphenyl)-7-methyl-2-(2-methyloxazol-4-carbonyl)-2,3,3a,4,10,10a-hexahydro-1H,7H-dipyrrolo[3,4-b:3',4'-f][1,4,5]oxathiazocin-8-carboxamid-5,5-dioxid